C(C)(CCCC)S secondary hexanethiol